C(#N)CC(=O)N1C[C@@H](CCC1)OC1=NC=C(C2=CC(=C(C=C12)OC(C)C)C(=O)N)C#CC1CCC(CC1)(C)O 1-(((R)-1-(2-cyanoacetyl)piperidin-3-yl)oxy)-4-(((1s,4S)-4-hydroxy-4-methylcyclohexyl)ethynyl)-7-isopropoxyisoquinoline-6-carboxamide